S(=O)(=O)([O-])[O-].[C@H]1(CC[C@H](CC1)[N+]1(CCCC1)C)[N+]1(CCCC1)C trans-1,1'-(1,4-cyclohexandiyl)bis(1-methylpyrrolidinium) sulfate